1,1'-(ethane-1,1-diyl)bis(naphthalen-2-ol) C(C)(C1=C(C=CC2=CC=CC=C12)O)C1=C(C=CC2=CC=CC=C12)O